Sodium lithium iron manganese [Mn].[Fe].[Li].[Na]